N-(5-(4-chlorophenyl)thiazolo[5,4-b]pyridin-2-yl)-6-cyano-2-morpholinonicotinamide ClC1=CC=C(C=C1)C1=CC=C2C(=N1)SC(=N2)NC(C2=C(N=C(C=C2)C#N)N2CCOCC2)=O